(S)-1-[(S)-1-(2,3-dihydrobenzo[1,4]dioxin-2-yl)methyl]-3-(2-fluorophenyl)piperidine O1[C@H](COC2=C1C=CC=C2)CN2C[C@@H](CCC2)C2=C(C=CC=C2)F